C1(CC1)C1=NC=CC(=C1)C1=NC(=NO1)[C@H](C)NC(=O)C1=CC(=NN1C)C(F)(F)F (S)-N-(1-(5-(2-cyclopropylpyridin-4-yl)-1,2,4-oxadiazol-3-yl)ethyl)-1-meth-yl-3-(trifluoromethyl)-1H-pyrazole-5-carboxamide